N-(3-methoxybenzyl)-4-methyl-N-(3-(pyrrolidin-1-yl)benzyl)oxazol-2-amine COC=1C=C(CN(C=2OC=C(N2)C)CC2=CC(=CC=C2)N2CCCC2)C=CC1